tert-butyl (2S)-4-[3-(2,6-dibenzyloxy-3-pyridinyl)-1-methyl-indazol-6-yl]-2-methyl-piperidine-1-carboxylate C(C1=CC=CC=C1)OC1=NC(=CC=C1C1=NN(C2=CC(=CC=C12)C1C[C@@H](N(CC1)C(=O)OC(C)(C)C)C)C)OCC1=CC=CC=C1